tert-butyl (7-chloro-4-iodobenzo[d]thiazol-2-yl)carbamate ClC1=CC=C(C=2N=C(SC21)NC(OC(C)(C)C)=O)I